3-bromo-1-(2-pyridinyl)pyridin-2-one BrC=1C(N(C=CC1)C1=NC=CC=C1)=O